4-((1s,4r,5r)-5-((5-cyclopropyl-3-(2,6-dichlorophenyl)isoxazol-4-yl)methoxy)-3-oxo-2-azabicyclo[2.2.1]heptan-2-yl)-N-(cyclopropylsulfonyl)benzamide C1(CC1)C1=C(C(=NO1)C1=C(C=CC=C1Cl)Cl)CO[C@H]1[C@@H]2C(N([C@H](C1)C2)C2=CC=C(C(=O)NS(=O)(=O)C1CC1)C=C2)=O